(S)-N-(amino(4-(2-hydroxypropan-2-yl)thiophen-2-yl)(oxo)-λ6-sulfaneylidene)-2-(2,6-diisopropyl-4-(methoxymethyl)phenyl)acetamide N[S@@](=NC(CC1=C(C=C(C=C1C(C)C)COC)C(C)C)=O)(=O)C=1SC=C(C1)C(C)(C)O